3-(4-butylphenyl)-5-(chloromethyl)-1,2,4-oxadiazole C(CCC)C1=CC=C(C=C1)C1=NOC(=N1)CCl